S1C=NC2=C1C=C(C=C2)NC2=NC=NC1=CC(=CC(=C21)OC2CCNCC2)C=2C=NN(C2)C N-(1,3-benzothiazol-6-yl)-7-(1-methyl-1H-pyrazol-4-yl)-5-(piperidin-4-yloxy)quinazolin-4-amine